N-(2-((S)-4-cyclopropyl-2-methylpiperazine-1-yl)-5-((6-((R)-3-(2,5-difluorophenyl)isoxazolidine-2-yl)pyrimidine-4-yl)amino)-4-methoxyphenyl)acrylamide C1(CC1)N1C[C@@H](N(CC1)C1=C(C=C(C(=C1)OC)NC1=NC=NC(=C1)N1OCC[C@@H]1C1=C(C=CC(=C1)F)F)NC(C=C)=O)C